1,3-diaminomethylcyclohexane NCC1CC(CCC1)CN